FC1=C(C=C(C(=C1)C)F)[C@@H]1OCC2=CC(=CC=C2[C@@H]1C1=CC=C(C=C1)N1CCC(CC1)C(OC)OC)O (3R,4S)-3-(2,5-difluoro-4-methylphenyl)-4-(4-(4-(dimethoxymethyl)piperidin-1-yl)phenyl)isochroman-7-ol